(E)-7-(4-methylpent-1-en-1-yl)-2H-benzo[b][1,4]dioxepin-3(4H)-one CC(C/C=C/C1=CC2=C(OCC(CO2)=O)C=C1)C